5-bromo-7-chloro-6-methoxy-2-methyl-indazole BrC1=CC2=CN(N=C2C(=C1OC)Cl)C